(S)-3-hydroxypropionic acid OCCC(=O)O